C(C)C=1C(=CC(=C(C1)O)F)B1OC(C(O1)(C)C)(C)C 5-ethyl-2-fluoro-4-(tetramethyl-1,3,2-dioxaborolan-2-yl)phenol